{1,4-dioxaspiro[4.4]non-7-yl}-3-oxopropionitrile O1CCOC12CC(CC2)C(C#N)C=O